B([O-])([O-])[O-].C(C)(C)(C)[NH3+].C(C)(C)(C)[NH3+].C(C)(C)(C)[NH3+] tert-butylammonium borate